(S)-7-((S)-5-Chloro-6-fluoro-2-phenyl-2-((S)-pyrrolidin-2-yl)-2,3-dihydrobenzofuran-4-yl)-8-fluoroquinoxaline-6-carboxamide ClC=1C(=CC2=C(C[C@@](O2)([C@H]2NCCC2)C2=CC=CC=C2)C1C1=C(C=C2N=CC=NC2=C1F)C(=O)N)F